6-[(2R)-2-[5-fluoro-2-(methylsulfanyl)phenyl]pyrrolidin-1-yl]-N-[(3-hydroxyphenyl)methyl]imidazo[1,2-b]pyridazine-3-carboxamide FC=1C=CC(=C(C1)[C@@H]1N(CCC1)C=1C=CC=2N(N1)C(=CN2)C(=O)NCC2=CC(=CC=C2)O)SC